O1C(=CC=C1)C(CC(C(=O)OCC)=O)=O ethyl 4-(2-furyl)-2,4-dioxobutyrate